ClCC(COC1=C(C=C(C=C1Cl)C(C)(C)C1=CC=C(C=C1)OCC(CN1CCOCC1)O)Cl)O 1-chloro-3-(2,6-dichloro-4-(2-(4-(2-hydroxy-3-morpholinopropoxy)phenyl)propan-2-yl)phenoxy)propan-2-ol